[2H]C1(CCN(C2=C(C=CC=C12)OC)C(C=C)=O)N1C(N(C2=NC(=NC=C2C1)NC1=CC=C(C=C1)N1CCN(CC1)C)C)=O 3-(4-deuterio-8-methoxy-1-prop-2-enoyl-2,3-dihydroquinolin-4-yl)-1-methyl-7-[4-(4-methylpiperazin-1-yl)anilino]-4H-pyrimido[4,5-d]pyrimidin-2-one